3-ethyl-3-[4-[(3-ethyloxetan-3-yl)methoxy]butoxymethyl]oxetanecarbonyl-4-[hydroxy(methyl)phosphono]butyric acid C(C)C1(C(OC1)C(=O)C(C(=O)O)CCP(=O)(OC)OO)COCCCCOCC1(COC1)CC